C(C)(=O)OC[C@@H]1O[C@@H]([C@H]([C@@H]([C@@H]1CC(=O)[O-])CC(=O)[O-])OCC1=CC=CC=C1)CC(C)C (2R,3S,4R,5S,6R)-2-(acetoxymethyl)-5-(benzyloxy)-6-isobutyltetrahydro-2H-pyran-3,4-diyldiacetate